OC1=CC=C2C(C=C(N(C2=C1)C)C(F)(F)F)=O 7-hydroxy-1-methyl-2-(trifluoromethyl)-1,4-dihydroquinolin-4-one